FC(C(=O)O)(F)F.FC1=C(CNC2=CC=C(C(=N2)C)S(=O)(=O)NC2=NC(=CC=C2)F)C(=CC=C1)CN1CCCC1 6-((2-fluoro-6-(pyrrolidin-1-ylmethyl)benzyl)amino)-N-(6-fluoropyridin-2-yl)-2-methylpyridine-3-sulfonamide trifluoroacetic acid salt